2,4-dihydroxyphenyl-pentanone OC1=C(C=CC(=C1)O)CC(CCC)=O